C(C)(C)(C)C=1C=C(C(=O)N2CCNCC2)C=C(C1)C1=CC(=CC=C1)OCC 4-[3-tert-butyl-5-(3-ethoxyphenyl)benzoyl]piperazin